NC=1C=C(C=CC1)[Si](OCC)(OCC)OCC m-AMINOPHENYLTRIETHOXYSILANE